COC(=O)C=1N=CSC1 4-thiazole-carboxylic acid methyl ester